4-(4-nitrophenyl)morpholine [N+](=O)([O-])C1=CC=C(C=C1)N1CCOCC1